FC1(CCC(CC1)N1CC(C1)C(=O)NC=1C=C(C(=NC1)C)NC(=O)C=1C=NN2C1C=NC(=C2)C=2C=NN(C2)C)F N-(5-(1-(4,4-difluorocyclohexyl)azetidine-3-carboxamido)-2-methylpyridin-3-yl)-6-(1-methyl-1H-pyrazol-4-yl)pyrazolo[1,5-a]pyrazine-3-carboxamide